tert-Butyl 3-[2-[2-(2,6-dioxo-3-piperidyl)-1-oxo-isoindolin-4-yl]oxyethoxy]propanoate O=C1NC(CCC1N1C(C2=CC=CC(=C2C1)OCCOCCC(=O)OC(C)(C)C)=O)=O